OC(=O)C(F)(F)F.OC(=O)C(F)(F)F.CN1C[C@@H](NCC1)C (3S)-1,3-dimethylpiperazine di-TFA salt